L-3-mercapto-2-butanol SC([C@H](C)O)C